FC1(CCN(CC1)C1=CC(=CC(=N1)NCC1=CC=C(C=C1)OC)C)F 6-(4,4-difluoropiperidin-1-yl)-N-(4-methoxybenzyl)-4-methylpyridin-2-amine